O1C(CC(=O)C=2C(O)=CC(O)=CC12)C1=CC(O)=C(O)C=C1 2,3-dihydroluteolin